9,9'-(3,6-di(9H-carbazol-9-yl)-2',6'-diphenyl-[4,4'-bipyridine]-2,5-diyl)bis(3,6-dimethyl-9H-carbazole) C1=CC=CC=2C3=CC=CC=C3N(C12)C=1C(=NC(=C(C1C1=CC(=NC(=C1)C1=CC=CC=C1)C1=CC=CC=C1)N1C2=CC=C(C=C2C=2C=C(C=CC12)C)C)N1C2=CC=CC=C2C=2C=CC=CC12)N1C2=CC=C(C=C2C=2C=C(C=CC12)C)C